3-(3-bromophenyl) propylene tert-Butyl 5-(5-(2-fluorophenyl)-7-tosyl-7H-pyrrolo[2,3-d]pyrimidin-4-yl)-2,5-diazabicyclo[4.1.0]heptane-2-carboxylate FC1=C(C=CC=C1)C1=CN(C=2N=CN=C(C21)N2CCN(C1CC21)C(=O)OC(C)(C)C)S(=O)(=O)C2=CC=C(C)C=C2.BrC=2C=C(C=CC2)CC=C